bis(4-hydroxy-3,5,6-trimethylphenyl)methane OC1=C(C=C(C(=C1C)C)CC1=CC(=C(C(=C1C)C)O)C)C